1-(azetidin-1-yl)-3-(tritylthio)propan N1(CCC1)CCCSC(C1=CC=CC=C1)(C1=CC=CC=C1)C1=CC=CC=C1